3-((S)-3-((R)-8-(7-fluoro-4-hydroxyquinolin-3-ylsulfonyl)-1-oxa-8-azaspiro[4.5]decan-3-ylamino)-2-hydroxypropoxy)-N-methylbenzenesulfonamide FC1=CC=C2C(=C(C=NC2=C1)S(=O)(=O)N1CCC2(C[C@H](CO2)NC[C@@H](COC=2C=C(C=CC2)S(=O)(=O)NC)O)CC1)O